OCC1=CC=C(C=C1)N1C(C=CC1=O)=O 1-[4-(hydroxymethyl)phenyl]pyrrole-2,5-dione